COC=1C(=C(C=CC1)C1CC=2C=NN(C(C2CC1)=O)C1=NC=C(C=N1)N1CCOCC1)C 6-(3-Methoxy-2-methylphenyl)-2-(5-morpholinopyrimidin-2-yl)-5,6,7,8-tetrahydrophthalazin-1(2H)-one